IC1=C(C2=C(N=CO2)C(=C1)C1=CC=C(C=C1)OC(F)(F)F)C1CNC(O1)=O 5-(6-iodo-4-(4-(trifluoromethoxy)phenyl)benzo[d]oxazol-7-yl)oxazolidin-2-one